P(=O)#CCCC(C(=O)O)(C(=O)O)C(=O)O phosphorylbutanetricarboxylic acid